6-(Benzothiophen-5-yl)-3-methyl-3,4-dihydropyridine-1(2H)-carboxylic acid tert-butyl ester C(C)(C)(C)OC(=O)N1CC(CC=C1C=1C=CC2=C(C=CS2)C1)C